C(#N)C=1C=C(C=CC1)N1N=C(C=C1C(=O)NC1=C(C=CC(=C1)C(C=1C=C(C=CC1)C)NCC1CC1)F)C(F)(F)F 1-(3-cyanophenyl)-N-(5-((cyclopropylmethylamino)(m-tolyl)methyl)-2-fluorophenyl)-3-(trifluoromethyl)-1H-pyrazole-5-carboxamide